FC(C(=O)NC1CCC(CC1)COC1=NC(=NC=C1F)NC=1C=NN(C1)C(C)C)(F)F 2,2,2-trifluoro-N-((1R,4R)-4-(((5-fluoro-2-((1-isopropyl-1H-pyrazol-4-yl)amino)pyrimidin-4-yl)oxy)methyl)cyclohexyl)acetamide